ClC1=C(C=C2C=C(N=CC2=C1)NC(=O)[C@H]1[C@H](C1)F)C1CCN(CC1)C1COC1 Cis-N-(7-chloro-6-(1-(oxetan-3-yl)piperidin-4-yl)isoquinolin-3-yl)-2-fluorocyclopropane-1-carboxamide